2-(4-(bromomethyl)-2-chloro-6-methoxyphenyl)-1-isopropyl-4-(trifluoromethyl)-1H-imidazole BrCC1=CC(=C(C(=C1)OC)C=1N(C=C(N1)C(F)(F)F)C(C)C)Cl